Phenylacryl-glycine C1(=CC=CC=C1)C=CC(=O)NCC(=O)O